1,3-diallyl-propylenediamine C(C=C)C(C(CCC=C)N)N